2-(bis(3-chloro-4-fluorophenyl)methyl)-4-chloro-5-(methylthio)-1-((2-(trimethylsilyl)ethoxy)methyl)-1H-imidazole ClC=1C=C(C=CC1F)C(C=1N(C(=C(N1)Cl)SC)COCC[Si](C)(C)C)C1=CC(=C(C=C1)F)Cl